6-(4-methoxyphenyl)-4,5-dimethyl-2-phenyl-3-(piperidin-1-yl)pyrazolo[1,5-a]pyrimidin-7(4H)-one COC1=CC=C(C=C1)C1=C(N(C=2N(C1=O)N=C(C2N2CCCCC2)C2=CC=CC=C2)C)C